(2S,3R)-3-amino-N-(5-chloro-2,4-difluoro-phenyl)-1-[3-cyano-6-methyl-4-(trifluoromethyl)-2-pyridyl]-N-(trideuteriomethyl)pyrrolidine-2-carboxamide N[C@H]1[C@H](N(CC1)C1=NC(=CC(=C1C#N)C(F)(F)F)C)C(=O)N(C([2H])([2H])[2H])C1=C(C=C(C(=C1)Cl)F)F